COC=1C=C(C=CC1OC)C=1CCC(NN1)=O 6-(3,4-dimethoxyphenyl)-4,5-dihydropyridazin-3(2H)-one